6-(5-amino-2-methylphenyl)-8-methyl-2-(methylamino)pyrido[2,3-d]pyrimidin-7(8H)-one NC=1C=CC(=C(C1)C1=CC2=C(N=C(N=C2)NC)N(C1=O)C)C